ClC=1C(=C(C(=CC1)OC(F)F)C=1CCC2N(C(C1)=O)[C@@H](CC2)C(=O)O)F (S)-7-(3-chloro-6-(difluoromethoxy)-2-fluorophenyl)-5-oxo-2,3,5,8,9,9a-hexahydro-1H-pyrrolo[1,2-a]azepine-3-carboxylic acid